C(C)(C)OCC=1N=C(SC1)NC(=O)C=1N(C=CC1)CC1=CC=NC=C1 N-(4-(isopropoxymethyl)thiazol-2-yl)-1-(pyridin-4-ylmethyl)-1H-pyrrole-2-carboxamide